N1C(=NC=C1)C=1C=CC(=C(C1)NC(=O)C1(CC1)C)N1N=CC=C1 N-(5-(1H-imidazol-2-yl)-2-(1H-pyrazol-1-yl)phenyl)-1-methylcyclopropane-1-carboxamide